BrC=1C(OC2=CC(=CC=C2C1)COC)(C)C 3-bromo-7-(methoxymethyl)-2,2-Dimethyl-2H-chromene